4-(2,2-dichloro-acetamido)-phenylalanine ClC(C(=O)NC1=CC=C(C[C@H](N)C(=O)O)C=C1)Cl